C1(CCCC1)NC1=NC(=NC=C1C1(CC1)C(=O)OCC)SC ethyl 1-[4-(cyclopentylamino)-2-methylsulfanyl-pyrimidin-5-yl]cyclopropanecarboxylate